1,4,5-tri-O-acetyl-2-(acetylmethylamino)-2-deoxy-1-deutero-3,6-di-O-methyl-D-glucitol C(C)(=O)OC([C@@H]([C@@H](OC)[C@H](OC(C)=O)[C@H](OC(C)=O)COC)N(C)C(C)=O)[2H]